7-[5-[(1R)-1-(3,5-dichloro-4-pyridyl)ethoxy]-1H-indazol-3-yl]-1-ethylsulfonyl-2,3-dihydropyrido[2,3-b][1,4]oxazine ClC=1C=NC=C(C1[C@@H](C)OC=1C=C2C(=NNC2=CC1)C1=CC2=C(OCCN2S(=O)(=O)CC)N=C1)Cl